O1C(=CC=C1)C1=NN2C(N=C(N=C2N)NCCC=2C=NC(=CC2)OC)=N1 2-(furan-2-yl)-N5-(2-(6-methoxypyridin-3-yl)ethyl)-[1,2,4]triazolo[1,5-a][1,3,5]triazine-5,7-diamine